N-(dimethylsulfamoyl)-2-[1-[(4-methylphenyl)methyl]-5-oxopyrrolidin-2-yl]acetamid CN(S(=O)(=O)NC(CC1N(C(CC1)=O)CC1=CC=C(C=C1)C)=O)C